C(C)(=O)N1CCC(CC1)N(C(OC(C)(C)C)=O)CC1=C(C=C(C=C1)C1=NC=CC(=C1Cl)C1=C(C(=CC=C1)NC1=NC=CC(=C1F)C=O)Cl)OC tert-butyl (1-acetylpiperidin-4-yl)(4-(3-chloro-4-(2-chloro-3-((3-fluoro-4-formylpyridin-2-yl)amino)phenyl)pyridin-2-yl)-2-methoxybenzyl)carbamate